methyl (E)-3-(5-(hydroxymethyl)furan-2-yl)acrylate OCC1=CC=C(O1)/C=C/C(=O)OC